FC1=CC=C(C=C1)C1(OC(C=2C(=C3C4=C(C(OC3=CC2CCCCC)(C)C)C=CC(=C4)C)O1)=O)CC(C)=O 2-(4-Fluorophenyl)-8,8,11-trimethyl-2-(2-oxopropyl)-5-pentyl-4H,8H-benzo[c][1,3]dioxino[4,5-f]chromen-4-on